methyl (E)-3-(3-(N-((4-(4-cyclopropylphenyl)bicyclo[2.2.2]octan-1-yl)methyl) cyclohexanecarboxamido)phenyl)but-2-enoate C1(CC1)C1=CC=C(C=C1)C12CCC(CC1)(CC2)CN(C(=O)C2CCCCC2)C=2C=C(C=CC2)/C(=C/C(=O)OC)/C